(1S,2S)-2-(5-{[trans-4-(trifluoromethyl)cyclohexyl]methoxy}-3,4'-bipyridin-2'-yl)cyclopropanecarboxylic acid Methyl-3-bromo-2,2-dimethylpropionate COC(C(CBr)(C)C)=O.FC([C@@H]1CC[C@H](CC1)COC=1C=C(C=NC1)C1=CC(=NC=C1)[C@@H]1[C@H](C1)C(=O)O)(F)F